C(#N)C1=C(C=C(C=C1)N1C(N(C(C1=O)(C)C)C1=CC(=C(OC[C@H](C)N2C[C@@H](N[C@@H](C2)C)C)C=C1)CC)=S)C(F)(F)F (2S,6R)-4-((S)-1-(4-(3-(4-cyano-3-(trifluoromethyl)phenyl)-5,5-dimethyl-4-oxo-2-thioxoimidazolidin-1-yl)-2-ethylphenoxy)propan-2-yl)-2,6-dimethylpiperazine